6-amino-2,3-dihydro-phthalazin-1,4-dione NC=1C=C2C(NNC(C2=CC1)=O)=O